3,4-dihydro-5-[4-(1-piperidinyl)butoxyl]-1(2H)-isoquinolinone N1(CCCCC1)CCCCOC1=C2CCNC(C2=CC=C1)=O